1-(1-chloroethyl)naphthalene trans-tert-butyl-(4-((6-bromo-3-(N'-(2-chloro-5-fluorophenyl)carbamimidoyl)pyrrolo[1,2-b]pyridazin-4-yl)amino)cyclohexyl)carbamate C(C)(C)(C)N(C(O)=O)[C@@H]1CC[C@H](CC1)NC=1C=2N(N=CC1C(N)=NC1=C(C=CC(=C1)F)Cl)C=C(C2)Br.ClC(C)C2=CC=CC1=CC=CC=C21